CC(C)(COP(=O)(O)OP(=O)(O)OC[C@@H]1[C@H]([C@H]([C@@H](O1)N2C=NC3=C(N=CN=C32)N)O)OP(=O)(O)O)[C@H](C(=O)NCCC(=O)NCCSC(=O)CCCN)O The molecule is an aminobutanoyl-CoA resulting from the formal condensation of the thiol group of coenzyme A with the carboxylic acid group of 4-aminobutanoic acid. It derives from a butyryl-CoA and a gamma-aminobutyric acid. It is a conjugate acid of a 4-aminobutanoyl-CoA(3-).